5-(4-((2-ethyl-3-oxo-1,2-dihydro-quinoxalin-6-yl)methyl)piperazin-1-yl)-N-methylpyridine-2-carboxamide C(C)C1NC2=CC=C(C=C2NC1=O)CN1CCN(CC1)C=1C=CC(=NC1)C(=O)NC